7-bromo-3,3-dibutyl-8-methoxy-5-(4-(trifluoromethyl)phenyl)-2,3,4,5-tetrahydro-1,5-benzothiazepine BrC=1C(=CC2=C(N(CC(CS2)(CCCC)CCCC)C2=CC=C(C=C2)C(F)(F)F)C1)OC